benzoselenazole [Se]1C=NC2=C1C=CC=C2